NC1=NC(=NN2C1=NC=C2CC2=C(C(=C(C=C2)OCCNC)F)F)O[C@@H](CCO)CCC |o1:25| (R or S)-3-((4-amino-7-(2,3-difluoro-4-(2-(methylamino)ethoxy)benzyl)imidazo[2,1-f][1,2,4]triazin-2-yl)oxy)hexan-1-ol